CC1(NC(CC(C1)C1=CC(=C(C=C1C(=O)N)C(=O)N)C1CC(NC(C1)(C)C)(C)C)(C)C)C bis(2,2,6,6-tetramethyl-4-piperidyl)-1,3-benzenedicarboxamide